CC1(NC(CC(C1)=O)(C)C)C 2,2,6,6-tetramethyl-4-piperidone